4-amino-N-(1-((3-chloro-4-fluorophenyl)amino)-6-methylisoquinolin-5-yl)imidazo[2,1-f][1,2,4]triazine-7-carboxamide NC1=NC=NN2C1=NC=C2C(=O)NC2=C1C=CN=C(C1=CC=C2C)NC2=CC(=C(C=C2)F)Cl